tert-Butyl 4-(2-oxo-3-(4-phenylbutyl)-2,3-dihydro-1H-benzo[d]imidazol-1-yl)piperidine-1-carboxylate O=C1N(C2=C(N1C1CCN(CC1)C(=O)OC(C)(C)C)C=CC=C2)CCCCC2=CC=CC=C2